COC(CN1CCC(CC1)(F)F)=O 2-(4,4-Difluoropiperidin-1-yl)acetic acid methyl ester